ClC1=CC=C(C=C1)C=1NC=2N(C(C1)C1=CC=C(C=C1)OC)C1=C(N2)C=CC=C1 2-(4-chlorophenyl)-4-(4-methoxyphenyl)-1,4-dihydrobenzo[4,5]imidazo[1,2-a]pyrimidine